ClC=1C=CC(=C(CNCCN2CCN(CC2)C(=O)OCCCC)C1)OCC butyl 4-(2-((5-chloro-2-ethoxybenzyl)amino) ethyl)piperazine-1-carboxylate